C(C)(C)(C)OC(=O)N(C1=C(C(=O)O)C=CC(=C1)F)CC 2-((tert-butoxycarbonyl)(ethyl)amino)-4-fluorobenzoic acid